N1N=C(C=C1)N1N=CC=2C1=NC=CC2C2COCCC2 1-(1H-pyrazol-3-yl)-4-(tetrahydro-2H-pyran-3-yl)-1H-pyrazolo[3,4-b]pyridine